3-{4-[ethyl(phenyl)sulfamoyl]phenyl}-1-(pyridin-3-ylmethyl)urea C(C)N(S(=O)(=O)C1=CC=C(C=C1)NC(NCC=1C=NC=CC1)=O)C1=CC=CC=C1